FC1(CC2(C1)C[C@H](N(CC2)CC2=C1C=CNC1=C(C=C2OC)C)C2=CC=CC=C2)F (S)-2,2-difluoro-7-((5-methoxy-7-methyl-1H-indol-4-yl)methyl)-6-phenyl-7-azaspiro[3.5]nonane